3-(5-chloro-1H-indol-3-yl)-1-[1-(4,4-difluorocyclohexyl)imidazol-4-yl]urea ClC=1C=C2C(=CNC2=CC1)NC(NC=1N=CN(C1)C1CCC(CC1)(F)F)=O